C1(=CC=CC=C1)NC[Si](OC)(OC)OC (N-phenylaminomethyl)triMethoxysilane